C(C)OCC=1N=C2N(C=C(C=C2)C(N)=NO)C1 2-(ethoxymethyl)-N'-hydroxyimidazo[1,2-a]pyridine-6-carboximidamide